(±)-N-(4,5-dichloro-2-fluorophenyl)-3-oxo-3,5,6,7,8,9-hexahydro-2H-6,9-methano-cyclohepta[c]pyridine-10-carboxamide ClC1=CC(=C(C=C1Cl)NC(=O)C1C2CC=3C(=CNC(C3)=O)C1CC2)F